(-)-2-Phenyl-7-(p-tolyl)-4,5,6,7-tetrahydropyrazolo[1,5-a]pyrimidine C1(=CC=CC=C1)C1=NN2C(NCCC2C2=CC=C(C=C2)C)=C1